OC[C@@]1(O)[C@@H](O)[C@@H](O)[C@@H](O)CO1 β-L-psicopyranose